C(#C)C=1C(=CC=C2C=C(C=C(C12)C1=C(C=2N=C(N=C(C2C=N1)O)OC[C@]12CCCN2C[C@@H](C1)F)F)OCOC)F 7-(8-ethynyl-7-fluoro-3-(methoxymethoxy)naphthalen-1-yl)-8-fluoro-2-(((2R,7aS)-2-fluorotetrahydro-1H-pyrrolizin-7a(5H)-yl)methoxy)pyrido[4,3-d]pyrimidin-4-ol